N1C(COCC1)C1=NC=CC=C1 (morpholin-3-yl)pyridin